C=CCCCCCCCCCCCCCCCCCCCCCCCC 1-Hexacosen